OC[C@@H]1N(CCNC1)CC1CCN(CC1)C1=CC=C2C(=NN(C2=C1)C)C1C(NC(CC1)=O)=O 3-(6-(4-(((R)-2-(hydroxymethyl)piperazin-1-yl)methyl)piperidin-1-yl)-1-methyl-1H-indazol-3-yl)piperidine-2,6-dione